6-[(2R,4S)-4-fluoro-2-[5-fluoro-2-(ethylsulfanyl)phenyl]pyrrolidin-1-yl]-N-[(3S)-pyrrolidin-3-yl]imidazo[1,2-b]pyridazine-3-carboxamide F[C@H]1C[C@@H](N(C1)C=1C=CC=2N(N1)C(=CN2)C(=O)N[C@@H]2CNCC2)C2=C(C=CC(=C2)F)SCC